1-(4-fluorophenyl)-1-(2-(piperazin-1-yl)pyrimidin-5-yl)propan-1-ol Zinc-tin [Sn].[Zn].FC1=CC=C(C=C1)C(CC)(O)C=1C=NC(=NC1)N1CCNCC1